oct-5-en-1-one C(CCCC=CCC)=O